C1(=CC=CC=C1)C=CC(=O)N1CCCCC1 3-phenyl-1-(piperidin-1-yl)propen-1-one